6-(1-Benzyl-3-fluoro-1H-pyrazol-4-yl)-5-(p-chlorophenyl)-4-pyrimidinylamine C(C1=CC=CC=C1)N1N=C(C(=C1)C1=C(C(=NC=N1)N)C1=CC=C(C=C1)Cl)F